(S)-4-Fluoro-N-(1-(3-hydroxyazetidin-1-yl)pentan-2-yl)-N-methyl-3-(trifluoromethyl)benzamide FC1=C(C=C(C(=O)N(C)[C@H](CN2CC(C2)O)CCC)C=C1)C(F)(F)F